trans-3-hexadecene-1,2-dicarboxylic anhydride C1C(\C=C\CCCCCCCCCCCC)C(=O)OC1=O